(S)-1-(oxetan-2-ylmethyl)-2-((4-(6-(quinolin-8-ylmethoxy)pyridin-2-yl)piperidine-1-yl)methyl)-1H-benzo[d]imidazole-6-carboxylic acid tert-butyl ester C(C)(C)(C)OC(=O)C=1C=CC2=C(N(C(=N2)CN2CCC(CC2)C2=NC(=CC=C2)OCC=2C=CC=C3C=CC=NC23)C[C@H]2OCC2)C1